NC=1C=2N(C(=CN1)C)C(=NC2C2=C(C(=C(C=C2)NC([C@@H](O)C2=CC(=CC=C2)F)=O)F)F)C([2H])([2H])[2H] (s)-N-[4-[8-amino-5-methyl-3-(trideuteriomethyl)imidazo[1,5-a]pyrazin-1-yl]-2,3-difluoro-phenyl]-2-(3-fluorophenyl)-2-hydroxy-acetamide